C1(=CC=CC=C1)C=C=CCCCCCCCCCCCCCCCCC (phenylmethylene)-1-Nonadecene